C1(=C(C(=C(C2=C(C(=C(C(=C12)[2H])[2H])[2H])[2H])[2H])[2H])[2H])C=1C2=C(C(=C(C(=C2C(=C2C(=C(C(=C(C12)[2H])[2H])[2H])[2H])C1=C(C(=C(C(=C1[2H])[2H])C1=CC=CC2=CC=CC=C12)[2H])[2H])[2H])[2H])[2H])[2H] 9-(naphthalen-1-yl-d7)-10-(4-(naphthalen-1-yl)phenyl-2,3,5,6-d4)anthracene-1,2,3,4,5,6,7,8-d8